tert-butyl 6,7-dimethyl-4-(methylamino)-1,3-dihydro-2H-pyrrolo[3,4-C]pyridine-2-carboxylate CC1=C(C2=C(C(=N1)NC)CN(C2)C(=O)OC(C)(C)C)C